FC1(C2CC(CC(C1)N2)N(C=2N=NC(=CC2)C=2C=CC(=C1C=NNC21)C=2C=NNC2)C)F 6,6-difluoro-N-methyl-N-{6-[4-(1H-pyrazol-4-yl)-1H-indazol-7-yl]pyridazin-3-yl}-8-azabicyclo[3.2.1]octan-3-amine